3-(6-amino-8-((6-(dimethylamino)benzo[d][1,3]dioxol-5-yl)thio)-9H-purin-9-yl)-N-methylpropane-1-sulfonamide NC1=C2N=C(N(C2=NC=N1)CCCS(=O)(=O)NC)SC1=CC2=C(OCO2)C=C1N(C)C